NC=1C(NC2=C3C=CC=NC3=C(C=C2C1C1=C2C=NNC2=C(C=C1)F)C1CC1)=O 3-Amino-6-cyclopropyl-4-(7-fluoro-1H-indazol-4-yl)-1H-1,7-phenanthroline-2-one